tert-Butyl-(S)-(5-(2,2-bis(4-methoxyphenyl)-6-nitrobenzo[d][1,3]dioxole-4-carboxamido)-6-((6-(4,4-dimethyl-2,6-dioxocyclohexylidene)-6-hydroxyhexyl)amino)-6-oxohexyl)carbamat C(C)(C)(C)OC(NCCCC[C@@H](C(=O)NCCCCCC(O)=C1C(CC(CC1=O)(C)C)=O)NC(=O)C1=CC(=CC=2OC(OC21)(C2=CC=C(C=C2)OC)C2=CC=C(C=C2)OC)[N+](=O)[O-])=O